tert-butyl N-[4-[1,5-bis[[tert-butyl(dimethyl)silyl]oxymethyl]-8-oxabicyclo[3.2.1]octan-3-yl]-2-(4,4-dimethylcyclohexen-1-yl)phenyl]carbamate [Si](C)(C)(C(C)(C)C)OCC12CC(CC(CC1)(O2)CO[Si](C)(C)C(C)(C)C)C2=CC(=C(C=C2)NC(OC(C)(C)C)=O)C2=CCC(CC2)(C)C